N,N',N''-tris(dimethylaminopropyl)-hexahydrotriazine CN(C)CCCN1N(N(CCC1)CCCN(C)C)CCCN(C)C